amino-5'-carbamoyl-4''-sulfamoyl-[1,1':3',1''-terphenyl]-4-yl-propionic acid NC(C(=O)O)(C)C1=CC=C(C=C1)C1=CC(=CC(=C1)C(N)=O)C1=CC=C(C=C1)S(N)(=O)=O